(S)-N4'-(4-((4-(4-Aminopyrimidin-2-yl)-1-methyl-1H-pyrazol-5-yl)oxy)butan-2-yl)-6'-chloro-N4-(3,3-difluorocyclobutyl)-[2,3'-bipyridine]-4,4'-diamine NC1=NC(=NC=C1)C=1C=NN(C1OCC[C@H](C)NC1=C(C=NC(=C1)Cl)C1=NC=CC(=C1)NC1CC(C1)(F)F)C